(R)-N-(3-(N-(2-aminoethyl)-S-methylsulfonimidoyl)phenyl)-5-chloro-2-((6-fluoro-2-methylpyridin-3-yl)oxy)-4-(trifluoromethyl)benzamide NCCN=[S@@](=O)(C)C=1C=C(C=CC1)NC(C1=C(C=C(C(=C1)Cl)C(F)(F)F)OC=1C(=NC(=CC1)F)C)=O